1-Bromo-8-phenyloctane BrCCCCCCCCC1=CC=CC=C1